C1(=CC=CC=C1)CSC1=C(C(=O)N(C)C)C=CC(=C1)C#N 2-(Phenylmethylthio)-4-cyano-N,N-dimethylbenzamide